AminoEthylEthanolAmine phosphonate P(O)(O)=O.NCCC(O)CN